Methyl (2S)-2-[[(3S)-2-[(E)-3-(4-chloro-2-fluoro-phenyl)prop-2-enoyl]hexahydropyridazine-3-carbonyl] amino]-3-[(3S)-2-oxopyrrolidin-3-yl]propanoate ClC1=CC(=C(C=C1)/C=C/C(=O)N1NCCC[C@H]1C(=O)N[C@H](C(=O)OC)C[C@H]1C(NCC1)=O)F